N-([1,1'-Biphenyl]-4-ylmethyl)-6-hydroxypyrazolo[1,5-a]pyrido[3,2-e]pyrimidine-7-carboxamide C1(=CC=C(C=C1)CNC(=O)C1=C(C=2C=NC=3N(C2N=C1)N=CC3)O)C3=CC=CC=C3